FC(C(C(C(C(C(C(F)(F)F)(F)F)(F)F)(F)F)(F)F)(F)F)(O[Sn])F (perfluoro-1-heptyloxy)tin